diethyl-bis-(2-hydroxyethyl)-aminomethylphosphonate C(C)N(C(P([O-])([O-])=O)(CCO)CCO)CC